2-bromo-N-(5-(oxazol-2-ylmethyl)pyridin-2-yl)propionamide BrC(C(=O)NC1=NC=C(C=C1)CC=1OC=CN1)C